[N+](=O)([O-])C=1C(=NC=CC1)NCCN N1-(3-nitropyridin-2-yl)ethane-1,2-diamine